dihydro-2H-1,4-oxazine O1CCNC=C1